(9H-fluoren-9-yl)amine C1=CC=CC=2C3=CC=CC=C3C(C12)N